tert-butyl (R)-(2-((3-(3,4-bis(benzyloxy)phenoxy)-2-hydroxypropyl)amino)ethyl)carbamate C(C1=CC=CC=C1)OC=1C=C(OC[C@@H](CNCCNC(OC(C)(C)C)=O)O)C=CC1OCC1=CC=CC=C1